N-allylamine iodide [I-].C(C=C)N